5-chloro-4-(4,4-difluoro-1-piperidinyl)-2-(4-pyridinyl)-1H-pyrimidin-6-one ClC1=C(N=C(NC1=O)C1=CC=NC=C1)N1CCC(CC1)(F)F